BrC=1C(=C(OC2=CC=C(C[C@H](CC(=O)OCC)C(F)(F)F)C=C2)C=CC1)C ethyl (R)-3-(4-(3-bromo-2-methylphenoxy)benzyl)-4,4,4-trifluorobutanoate